C(C=C)N1C=NC=C1 1-allyl-imidazole